tert-butyl (8-methyl-4-oxo-3-(2-(trifluoromethyl)benzyl)-3,4-dihydrobenzo[d][1,2,3]triazin-5-yl)carbamate CC1=CC=C(C2=C1N=NN(C2=O)CC2=C(C=CC=C2)C(F)(F)F)NC(OC(C)(C)C)=O